COC(/C(/CC(C1=CC=CC=C1)(F)F)=C/C1=CC=CC=C1)=O.C(C1=CC=CC=C1)NC(CN[C@@H]1C(N(C2=C(OC1)C=CC=C2)C)=O)=O (S)-N-benzyl-2-((5-methyl-4-oxo-2,3,4,5-tetrahydrobenzo[b][1,4]oxazepin-3-yl)amino)acetamide (E)-methyl-2-benzylidene-4,4-difluoro-4-phenylbutyrate